methyl 2-((4-((6-((4-chloro-2-fluorophenoxy) methyl) pyridin-2-yl) oxy) piperidin-1-yl) methyl)-1-(oxetan-2-ylmethyl)-1H-benzo[d]imidazole-6-carboxylate ClC1=CC(=C(OCC2=CC=CC(=N2)OC2CCN(CC2)CC2=NC3=C(N2CC2OCC2)C=C(C=C3)C(=O)OC)C=C1)F